(R)-N-(5-cyclopropylpyrazin-2-yl)-1-((3-methylpyridin-2-yl)methyl)piperidine-2-carboxamide C1(CC1)C=1N=CC(=NC1)NC(=O)[C@@H]1N(CCCC1)CC1=NC=CC=C1C